ONC(C)(C)C N-hydroxytert-butylamine